ethyl 2-benzyl-7-(4-chlorophenyl)-3-oxo-2-azabicyclo[4.1.0]heptene-7-carboxylate C(C1=CC=CC=C1)N1C=2C(C2CCC1=O)(C(=O)OCC)C1=CC=C(C=C1)Cl